methyl N,N-diethylaminoacrylate C(C)N(CC)C(C(=O)OC)=C